(2S)-cycloheptyl 2-(((((2R,3S,4R,5S)-5-(4-aminopyrrolo[2,1-f][1,2,4]triazin-7-yl)-2-cyano-3,4-dihydroxytetrahydrofuran-2-yl)methoxy)(phenoxy)phosphoryl)amino)propanoate NC1=NC=NN2C1=CC=C2[C@H]2[C@@H]([C@@H]([C@@](O2)(C#N)COP(=O)(OC2=CC=CC=C2)N[C@H](C(=O)OC2CCCCCC2)C)O)O